S(C)(=O)(=O)O.FC=1C=C(C=CC1)C1N(C2=CC=C(C=C2CC1)OC1=CC=NC2=CC(=C(C=C12)OC)OC)C(=O)N (3-fluorophenyl)-6-(6,7-dimethoxyquinoline-4-oxy)-3,4-dihydroquinoline-1(2H)-carboxamide mesylate